NC1(CN(CC1)C1=NC=CC(=C1)C=1C(=C(C=C(C1)F)C1=CC(=C(C=C1)N1C(N(C=C1)C)=O)Cl)O)CO 1-(3'-(2-(3-amino-3-(hydroxymethyl)pyrrolidin-1-yl)pyridin-4-yl)-3-chloro-5'-fluoro-2'-hydroxy-[1,1'-biphenyl]-4-yl)-3-methyl-1H-imidazol-2(3H)-one